2-Ethyl 4-(dibenzylamino)-3-hydroxy-butanoate C(C1=CC=CC=C1)N(CC(CC(=O)OCC)O)CC1=CC=CC=C1